(((2S,6R)-2,6-dimethylmorpholino) methyl) benzoate C(C1=CC=CC=C1)(=O)OCN1C[C@@H](O[C@@H](C1)C)C